1-(4-methoxyphenyl)ethane ethyl-2-[(6-chloro-1-oxo-1lambda5-pyridin-3-yl)oxy]acetate C(C)OC(COC=1C=N(C(=CC1)Cl)=O)=O.COC1=CC=C(C=C1)CC